butyric acid-n-butyl ester C(CCC)OC(CCC)=O